C(C)(C)(C)OC(=O)NCCCCCCCCCC(=O)O 10-((t-butoxycarbonyl)amino)decanoic acid